C(C(C)C)OB(OCC(C)C)OCC(C)C boric acid triisobutyl ester